FC1=CC=C2C=C(C=NC2=C1F)C=1OC(CC(N1)CCC(F)(F)F)(C)C 2-(7,8-difluoro-3-quinolyl)-6,6-dimethyl-4-(3,3,3-trifluoropropyl)-4,5-dihydro-1,3-oxazine